N(=[N+]=[N-])C1=C2C=CN(C2=CC=C1)C(=O)OC(C)(C)C tert-butyl 4-azido-1H-indole-1-carboxylate